O1C=NC=C1C1=C(N)C=CC=C1 2-(5-oxazolyl)aniline